2-cyclopentyl-4H-pyrrolo[2,3-d]thiazole-5-carboxylic acid C1(CCCC1)C=1SC2=C(N1)NC(=C2)C(=O)O